C(=O)O.CN1N=NC2=C1C=CC(=C2C)C(CC(=O)O)C2=CC(=C(C=C2)C)CN2CC(OC1=C(C2)C=CC(=C1)OC)CC 3-(1,4-Dimethyl-1H-benzo[d][1,2,3]triazol-5-yl)-3-(3-((2-ethyl-8-methoxy-2,3-dihydrobenzo[f][1,4]oxazepin-4(5H)-yl)methyl)-4-methylphenyl)propanoic acid, formic acid salt